CN(C1CN(CC1)C(=O)C=1N(C2=CC(=CC=C2C1)NC1=CC(=NC=C1)OC)CC(=O)C1=CC=C(C=C1)OC)C 2-(2-(3-(dimethylamino)pyrrolidine-1-carbonyl)-6-((2-methoxypyridin-4-yl)amino)-1H-indol-1-yl)-1-(4-methoxyphenyl)ethan-1-one